6-fluoro-7-[4-(methylamino)-5-(trifluoromethyl)pyrimidin-2-yl]-3-[(4S)-4-[[6-oxo-5-(trifluoromethyl)-1H-pyridazin-4-yl]amino]pentyl]quinazolin-4-one FC=1C=C2C(N(C=NC2=CC1C1=NC=C(C(=N1)NC)C(F)(F)F)CCC[C@H](C)NC=1C=NNC(C1C(F)(F)F)=O)=O